C(C)(C)(C)N=[N+]=[N-] Tertbutyl Azide